N-(benzo[d]isoxazol-3-yl)-4-cyclohexyl-benzene-sulfonamide O1N=C(C2=C1C=CC=C2)NS(=O)(=O)C2=CC=C(C=C2)C2CCCCC2